CC1=NC=C(N=C1CC(C)C)C 2,5-dimethyl-3-isobutylpyrazine